toluene 2,6-xylyl-phosphate C1(=C(C=CC=C1C)C)OP(=O)(O)O.CC1=CC=CC=C1